2-({5-[trans-4-(1-{trans-4-[3-(Fluoromethyl)azetidin-1-yl]cyclohexyl}-1H-1,2,3-triazol-4-yl)cyclohexyl]-4-methyl-4H-1,2,4-triazol-3-yl}methoxy)-4-(trifluoromethyl)pyridine FCC1CN(C1)[C@@H]1CC[C@H](CC1)N1N=NC(=C1)[C@@H]1CC[C@H](CC1)C=1N(C(=NN1)COC1=NC=CC(=C1)C(F)(F)F)C